SN sulfanamine